C(C)(C)(C)OC(=O)NC1=C(C(=CC=C1)C)N1C(=CC2=CC=CC=C12)C(=O)OCC1=C(C=CC=C1)I 2-iodobenzyl (S)-1-(2-((tert-butoxycarbonyl) amino)-6-methylphenyl)-1H-indole-2-carboxylate